ethyl 2-(3-chlorophenyl)-2-cyanocyclopropane-1-carboxylate ClC=1C=C(C=CC1)C1(C(C1)C(=O)OCC)C#N